2-hydroxy(2-hydroxy)acetic acid OC(C(=O)O)O